NC=1OC2=C(C1C1=C(C(=O)C3=CC=CC=C3)C=CC=C1)C(=CC=C2)Br (2-amino-4-bromo-3-benzofuranyl)benzophenone